2-(4-(4-fluorophenyl)-1-isopropyl-1H-imidazol-5-yl)-N-(5-((1R,5S)-8-methyl-3,8-diazabicyclo[3.2.1]octan-3-yl)pyridin-2-yl)oxazole-4-carboxamide FC1=CC=C(C=C1)C=1N=CN(C1C=1OC=C(N1)C(=O)NC1=NC=C(C=C1)N1C[C@H]2CC[C@@H](C1)N2C)C(C)C